O=C(CCOCCOCCOCC)OCC 12-oxo-3,6,9,13-tetraoxapentadecane